5-chloro-3-[3-(morpholine-4-carbonyl)pyrrolidin-1-yl]xanthen-9-one Methyl-(7-(butylamino)-1-(4-(hydroxymethyl)-2-methoxybenzyl)-3-methyl-1H-pyrazolo[4,3-d]pyrimidin-5-yl)carbamate CN(C(O)=O)C=1N=C(C2=C(N1)C(=NN2CC2=C(C=C(C=C2)CO)OC)C)NCCCC.ClC2=C1OC=3C=C(C=CC3C(C1=CC=C2)=O)N2CC(CC2)C(=O)N2CCOCC2